1-(2,3-dichlorophenyl)-2-(methylsulfanyl)-6-oxo-1,6-dihydropyrimidin-4-yl 2,4,6-triisopropylbenzenesulfonate C(C)(C)C1=C(C(=CC(=C1)C(C)C)C(C)C)S(=O)(=O)OC=1N=C(N(C(C1)=O)C1=C(C(=CC=C1)Cl)Cl)SC